FC1=CC2=C(C3=C(O2)C(=CC=C3)C3=NC=CC=C3)C=C1 2-(7-fluorodibenzofuran-4-yl)pyridine